N-(2-((4-azido-2,3,5,6-tetrafluorophenyl)sulfinylamino)ethyl)methacrylamide N(=[N+]=[N-])C1=C(C(=C(C(=C1F)F)S(=O)NCCNC(C(=C)C)=O)F)F